1-(6-fluoro-2,3-dihydro-1H-inden-1-yl)-3-(4-fluorophenyl)-N-methyl-1H-pyrazolo[3,4-d]pyrimidine-6-carboxamide FC1=CC=C2CCC(C2=C1)N1N=C(C=2C1=NC(=NC2)C(=O)NC)C2=CC=C(C=C2)F